C(#C)C=1C(=CC=C2C=C(C=C(C12)C1=C(C=C2C=NC=NC2=C1F)C#N)O)F 7-(S)-(8-ethynyl-7-fluoro-3-hydroxynaphthalen-1-yl)-8-fluoroquinazoline-6-carbonitrile